6-(3-hydroxy-2,6-dimethylphenyl)-8-methyl-2-(pyridin-2-ylamino)pyrido[2,3-d]pyrimidin-7(8H)-one OC=1C(=C(C(=CC1)C)C1=CC2=C(N=C(N=C2)NC2=NC=CC=C2)N(C1=O)C)C